BrC1C(C(C(C=C1)(Br)OC1(C(C(C(C=C1)Br)(Br)Br)(Br)Br)Br)(Br)Br)(Br)Br hexabromophenyloxide